S1C=NC2=C1C(=CC=C2)S(=O)(=O)CCC(=O)N2C1CN(C(C2)CC1)C1=CC=C(C=N1)C#N 6-{5-[3-(1,3-benzothiazole-7-sulfonyl)propanoyl]-2,5-diazabicyclo[2.2.2]octan-2-yl}pyridine-3-carbonitrile